Tetramethyldisilylenecyclopentadienyl-(4-bromo-indenyl)hafnium(IV) dichloride [Cl-].[Cl-].CC1=C(C(=C(C1[Hf-2](C1C=CC2=C(C=CC=C12)Br)(=[SiH2])=[SiH2])C)C)C